CC(C#N)C(CC#N)C 2,3-dimethylglutaronitrile